FC(OC1=CN=C(N=N1)N)F 6-(Difluoromethoxy)-1,2,4-triazin-3-amine